N=1N2C(=C(C1)C1=CN3C(S1)=C(C=N3)C(=O)NC=3C(=NC=C(C3)C(NCCNC(C)C)=O)C)CCC2 2-(5,6-dihydro-4H-pyrrolo[1,2-b]pyrazol-3-yl)-N-(5-((2-(isopropylamino)ethyl)carbamoyl)-2-methylpyridin-3-yl)pyrazolo[5,1-b]thiazole-7-carboxamide